N=1NN=NC1CN(C(C=C)=O)C=1C=C2C(=NC1)N(C=C2\C=C\C2=CC=C(C=C2)Cl)C (E)-N-((2H-Tetrazol-5-yl)methyl)-N-(3-(4-chlorostyryl)-1-methyl-1H-pyrrolo[2,3-b]pyridin-5-yl)acrylamide